1-(3-cyclohexyl-5-methylphenyl)-6-cyclopentylisoquinoline C1(CCCCC1)C=1C=C(C=C(C1)C)C1=NC=CC2=CC(=CC=C12)C1CCCC1